5-(2-chlorophenyl)-1-methyl-3-propyl-1,6-dihydro-7H-pyrazolo[4,3-d]pyrimidin-7-one ClC1=C(C=CC=C1)C=1NC(C2=C(N1)C(=NN2C)CCC)=O